4-Amino-N-(1-((3-chlorophenyl)(hydroxy)methyl)-6-methylisoquinolin-5-yl)thieno[3,2-d]pyrimidine-7-Carboxamide NC=1C2=C(N=CN1)C(=CS2)C(=O)NC2=C1C=CN=C(C1=CC=C2C)C(O)C2=CC(=CC=C2)Cl